ethyl 1-(1-(benzyloxy)-2-methylpropan-2-yl)-9-bromo-8-methoxy-5,6-dihydropyrrolo[2,1-a]isoquinoline-3-carboxylate C(C1=CC=CC=C1)OCC(C)(C)C=1C=C(N2C1C1=CC(=C(C=C1CC2)OC)Br)C(=O)OCC